ClC(\C=C/C(=O)OCC)=O ethyl (Z)-4-chloro-4-oxobut-2-enoate